4-{4-(isoquinolin-4-yl)-phenyl}-2-{4-(naphthalen-1-yl)-phenyl}-6-{4-(pyridin-3-yl)-phenyl}-pyrimidine C1=NC=C(C2=CC=CC=C12)C1=CC=C(C=C1)C1=NC(=NC(=C1)C1=CC=C(C=C1)C=1C=NC=CC1)C1=CC=C(C=C1)C1=CC=CC2=CC=CC=C12